N-(4-cyclopropyl-1-ethyl-5-methyl-1H-pyrazol-3-yl)-2-(2,5-dichlorophenyl)acetamide C1(CC1)C=1C(=NN(C1C)CC)NC(CC1=C(C=CC(=C1)Cl)Cl)=O